C(C)OC(C(OC1=CC=C(C2=C1N=C(O2)N2CC1N(C(C2)C1)C(=O)OC(C)(C)C)C1=NC=C(C=C1)F)(F)F)=O tert-Butyl 3-(4-(2-ethoxy-1,1-difluoro-2-oxoethoxy)-7-(5-fluoropyridin-2-yl)benzo[d]oxazol-2-yl)-3,6-diazabicyclo[3.1.1]heptane-6-carboxylate